7-((2'-Bromo-3-nitro-[1,1'-biphenyl]-2-yl)oxy)-2-carboxy-1,2,3,4-tetrahydronaphthalene-2-aminium chloride [Cl-].BrC1=C(C=CC=C1)C1=C(C(=CC=C1)[N+](=O)[O-])OC1=CC=C2CCC(CC2=C1)([NH3+])C(=O)O